C(C1=CC=CC=C1)C1(CN(CC1)S(=O)(=O)C1=NN(N=C1)C)C=1C=C2C=NN(C2=CC1C)C=1C=NN(C1)C(F)F 5-(3-benzyl-1-((2-methyl-2H-1,2,3-triazol-4-yl)sulfonyl)pyrrolidin-3-yl)-1-(1-(difluoromethyl)-1H-pyrazol-4-yl)-6-methyl-1H-indazole